1-(4-chloro-2,6-difluorophenyl)-4-methylpentane-1-ol ClC1=CC(=C(C(=C1)F)C(CCC(C)C)O)F